C(C)(C)(C)OC(=O)N1C[C@@H]([C@H](CC1)C=1N=NC(=CC1C)N)C (3r,4s)-4-(6-amino-4-methylpyridazin-3-yl)-3-methylpiperidine-1-carboxylic acid tert-butyl ester